(Z)-5-(2-Fluoro-6-methoxyphenyl)-3-(1-((2-methyl-4-(4-methylpiperazin-1-yl)phenyl)amino)ethylidene)indolin-2-one FC1=C(C(=CC=C1)OC)C=1C=C2/C(/C(NC2=CC1)=O)=C(\C)/NC1=C(C=C(C=C1)N1CCN(CC1)C)C